N1[C@@H](CCC1=O)C(=O)N1[C@@H](CCC1)C(=O)N[C@@H](CCCNC(N)=N)C(=O)O pyroglutamyl-L-prolyl-L-arginine